BrC=1C=C2C(=NC1Cl)C(=NN2CC)[N+](=O)[O-] bromo-5-chloro-1-ethyl-3-nitro-1H-pyrazolo[4,3-b]pyridine